NC1C(C2C=CC1C2)C(=O)N 3-Aminobicyclo[2.2.1]hept-5-ene-2-carboxamide